FC1=CC=C(CC2=CC3=C(OC[C@@H](N3C(=O)OC(C)(C)C)C)N=C2C(=O)N2CCOCC2)C=C1 tert-butyl (S)-7-(4-fluorobenzyl)-2-methyl-6-(morpholine-4-carbonyl)-2,3-dihydro-1H-pyrido[2,3-b][1,4]oxazine-1-carboxylate